C1NCC=2C(=CC=CC12)C(=O)O isoindoline-4-carboxylic acid